tert-butyl-3-(4-aminopyrrolo[2,1-f][1,2,4]triazin-7-yl)-2,5-dihydro-1H-pyrrole C(C)(C)(C)N1CC(=CC1)C1=CC=C2C(=NC=NN21)N